3-(4,5-dimethylthiazole-2-yl)-2,5-diphenyl-tetrazolium bromide Ethyl-(6R)-6-{4-[3-(1,3,4-thiadiazol-2-yl)pyridin-2-yl]piperazin-1-yl}-2-azaspiro[3.4]octane-2-carboxylate C(C)OC(=O)N1CC2(C1)C[C@@H](CC2)N2CCN(CC2)C2=NC=CC=C2C=2SC=NN2.[Br-].CC=2N=C(SC2C)N2N([NH2+]C(=N2)C2=CC=CC=C2)C2=CC=CC=C2